tert-butyl (3-acetylcyclohexyl)carbamate C(C)(=O)C1CC(CCC1)NC(OC(C)(C)C)=O